1-(5-amino-3-chloro-2-hydroxyphenyl)-2-methylpropan-1-one NC=1C=C(C(=C(C1)C(C(C)C)=O)O)Cl